N1N=CC(=C1)C1=CC=C(C=C1)N1C(N(C2(C1)CCN(CC2)C(=O)C2CCOCC2)CC2=CC(=CC=C2)OC)=O 3-(4-(1H-pyrazol-4-yl)phenyl)-1-(3-methoxybenzyl)-8-(tetrahydro-2H-pyran-4-carbonyl)-1,3,8-triazaspiro[4.5]decan-2-one